(S)-4-(3-isopropoxy-5-(((R)-3-(o-tolyl)piperazin-1-yl)methyl)pyridin-2-yl)-3-methylmorpholine C(C)(C)OC=1C(=NC=C(C1)CN1C[C@H](NCC1)C1=C(C=CC=C1)C)N1[C@H](COCC1)C